O1C(=NC2=C1C=CC=C2)C2=CC=C(C=C2)NC(=O)C2=CC=C(C=C2)NC(=O)C=2OC1=C(C2C)C=C(C=C1)OC N-(4-{[4-(1,3-benzoxazol-2-yl)phenyl]carbamoyl}phenyl)-5-methoxy-3-methyl-1-benzofuran-2-carboxamide